(R)-N-(2-(5-((4-(2-(3-hydroxypyrrolidin-1-yl)-6-methylpyrimidin-4-yl)piperazin-1-yl)sulfonyl)indoline-1-carbonyl)phenyl)-N-methylmethanesulfonamide O[C@H]1CN(CC1)C1=NC(=CC(=N1)N1CCN(CC1)S(=O)(=O)C=1C=C2CCN(C2=CC1)C(=O)C1=C(C=CC=C1)N(S(=O)(=O)C)C)C